3-chloropyridine-4-carbonitrile ClC=1C=NC=CC1C#N